1-methyl-5-oxo-N-(5-(4-(trifluoromethyl)phenoxy)-2,3-dihydrobenzofuran-7-yl)pyrrolidine-2-carboxamide CN1C(CCC1=O)C(=O)NC1=CC(=CC=2CCOC21)OC2=CC=C(C=C2)C(F)(F)F